Br(=O)[O-].[Na+] Natrium bromit